2-((6-((3-chloro-5-cyano-6-((3S,5R)-4,4-difluoro-3,5-dimethylpiperidin-1-yl)pyridin-2-yl)amino)-1-methyl-2-oxo-1,2-dihydroquinolin-3-yl)oxy)-N-methylacetamide ClC=1C(=NC(=C(C1)C#N)N1C[C@@H](C([C@@H](C1)C)(F)F)C)NC=1C=C2C=C(C(N(C2=CC1)C)=O)OCC(=O)NC